6-(2,6-dichlorophenyl)-5-ethynyl-2-{[3-(hydroxymethyl)phenyl]amino}-8-methylpyrido[2,3-d]pyrimidin-7-one ClC1=C(C(=CC=C1)Cl)C1=C(C2=C(N=C(N=C2)NC2=CC(=CC=C2)CO)N(C1=O)C)C#C